naphthylsilan C1(=CC=CC2=CC=CC=C12)[SiH3]